(1S,3S)-3-((6-(5-(((isobutoxycarbonyl)amino)methyl)-1-methyl-1H-1,2,3-triazol-4-yl)-2-methyl-pyridin-3-yl)oxy)cyclohexane-1-carboxylic acid C(C(C)C)OC(=O)NCC1=C(N=NN1C)C1=CC=C(C(=N1)C)O[C@@H]1C[C@H](CCC1)C(=O)O